(R)-4-(5-bromo-1-(benzenesulfonyl)-1H-pyrrolo[2,3-b]pyridin-3-yl)-N-methyl-N-((tetrahydrofuran-3-yl)methyl)benzamide BrC=1C=C2C(=NC1)N(C=C2C2=CC=C(C(=O)N(C[C@@H]1COCC1)C)C=C2)S(=O)(=O)C2=CC=CC=C2